C(C)(C)(C)OC(=O)NC(CCNC1=NC(=NC=C1C(=O)OCC)NC=1C=C2C(OC(C2=CC1)=O)(C)C)(C)C Ethyl 4-((3-((tert-butoxycarbonyl) amino)-3-methylbutyl)amino)-2-((3,3-dimethyl-1-oxo-1,3-dihydroisobenzofuran-5-yl) amino)pyrimidine-5-carboxylate